(2R)-2-(β-D-Glucopyranosyloxy)-4,7-dimethoxy-2H-1,4-benzoxazin-3(4H)-one [C@@H]1([C@H](O)[C@@H](O)[C@H](O)[C@H](O1)CO)O[C@H]1OC2=C(N(C1=O)OC)C=CC(=C2)OC